C(C)C(C(=O)[O-])CCCC.C(C)C(C(=O)[O-])CCCC.[Sn+2] tin (II) di(2-ethyl hexanoate)